1-(5-chloro-8-fluoro-9-oxo-xanthen-3-yl)pyrrolidine-3-carboxylic acid ClC1=C2OC=3C=C(C=CC3C(C2=C(C=C1)F)=O)N1CC(CC1)C(=O)O